FC(C=1C=C(C=C(C1)C(F)(F)F)NC(=O)NC1=CC(=C(C=C1)OC)C=1N(N=CC1Br)C)(F)F 1-(3,5-Bis-trifluoromethylphenyl)-3-[3-(4-bromo-2-methyl-2H-pyrazol-3-yl)-4-methoxy-phenyl]-urea